C1(=CC=C(C=C1)NC(=O)N[C@@H](C(C)C)C(=O)O)C N-(p-tolylaminocarbonyl)-valine